NC1=NC(=C2N=CN(C2=N1)CCNC(=O)NC1=CC(=NN1CC)C)NC1=CC=C(C=C1)F 1-(2-(2-amino-6-((4-fluorophenyl)amino)-9H-purin-9-yl)ethyl)-3-(1-ethyl-3-methyl-1H-pyrazol-5-yl)urea